BrC=1C=[GeH]C=2C(C3=CC=C(C=C3C2C1)Br)(C1=CC=CC=C1)C1=CC=CC=C1 3,6-dibromo-9,9-diphenylgermafluorene